1,3,5-trimethyl-4-aminopyrazole CN1N=C(C(=C1C)N)C